N-(7-Dimethylamino-4-methyl-3-coumarinyl)maleimide CN(C1=CC=C2C(=C(C(OC2=C1)=O)N1C(C=CC1=O)=O)C)C